ClC1=CC=C(C=C1)S(=O)(=O)N1C=C(C=C1C1=CC=C(C=C1)F)CNC([2H])([2H])[2H] N-((1-((4-chlorophenyl)sulfonyl)-5-(4-fluorophenyl)-1H-pyrrol-3-yl)methyl)methan-d3-amine